N(C(=N)N)CCCCC(C=O)=O 6-guanidino-1,2-hexanedione